ClC1=C2C(=NC=C1C1=CC=CC(=N1)N1C(CN(CC1)C(=O)OC(C)(C)C)=O)NC=C2CC(F)F tert-butyl 4-(6-(4-chloro-3-(2,2-difluoroethyl)-1H-pyrrolo[2,3-b]pyridin-5-yl)pyridin-2-yl)-3-oxopiperazine-1-carboxylate